2-methyl-6-nitrobenzoic acid tert-butyl ester C(C)(C)(C)OC(C1=C(C=CC=C1[N+](=O)[O-])C)=O